(2-bromomethyl-2'-fluoro-5'-methoxy-biphenyl-4-yl)-methanol BrCC1=C(C=CC(=C1)CO)C1=C(C=CC(=C1)OC)F